(R)-N-(6-(3-(2-fluoropropan-2-yl)pyrrolidin-1-yl)-2-methylpyrimidin-4-yl)-6-(1-methyl-1H-pyrazol-4-yl)picolinamide FC(C)(C)[C@H]1CN(CC1)C1=CC(=NC(=N1)C)NC(C1=NC(=CC=C1)C=1C=NN(C1)C)=O